5-bromo-4-methylpyridin-3-ol BrC=1C(=C(C=NC1)O)C